C(CCCCCCCCC)[Si](O[Si](C)(C)C)(O[Si](C)(C)C)C decylmethylbis(trimethylsiloxy)silane